(2-(dimethylamino)ethyl)-N-methylpiperazine-1-carboxamide hydrochloride Cl.CN(CCC1N(CCNC1)C(=O)NC)C